4-(9-ethyl-2-(5-phenylpyridazin-3-yl)-8-(pyridin-4-yl)-9H-purin-6-yl)morpholine C(C)N1C2=NC(=NC(=C2N=C1C1=CC=NC=C1)N1CCOCC1)C=1N=NC=C(C1)C1=CC=CC=C1